CC(C)CCC[C@@H](C)[C@H]1CC[C@H]2[C@@H]3CC=C4C[C@H](CC[C@]4(C)[C@H]3CC[C@]12C)O 5-cholesten-3beta-OL